4-(4-(2-hydroxy-2-methylpropionyl)benzyl)phenyl-2-methylpropan-1-one OC(C(=O)C1=CC=C(CC2=CC=C(C=C2)C(C(C)C)=O)C=C1)(C)C